ClC1=CC=C2/C(/C(NC2=C1)=O)=C/C1=C(C(=CC(=C1)F)Cl)F (Z)-6-chloro-3-(3-chloro-2,5-difluorobenzylidene)-1,3-dihydro-2H-indol-2-one